6-(5-cyano-1H-pyrazolo[3,4-b]pyridin-1-yl)-4-(cyclopropylamino)nicotinic acid C(#N)C=1C=C2C(=NC1)N(N=C2)C2=NC=C(C(=O)O)C(=C2)NC2CC2